(6bR,10aS)-ethyl-1,1-d2-2-oxo-2,3,6b,7,10,10a-hexahydro-1H-pyrido[3',4':4,5]pyrrolo[1,2,3-de]quinoxaline-8(9H)-carboxylate C(C)([2H])([2H])OC(=O)N1C[C@@H]2[C@@H](N3CC(NC=4C=CC=C2C34)=O)CC1